CN([C@@H](CC1=CC=C(C=C1)OP(=S)(O)O)C(=O)O)C dimethyl-thiophosphono-tyrosine